FC1=C(C=O)C=CN=C1OC 3-FLUORO-2-METHOXYISONICOTINALDEHYDE